ClC1=NC(=C(C(=N1)Cl)C1=CC=CC=C1)C1=CC=C(C=C1)C 2,4-dichloro-6-(4-methylphenyl)-5-phenylpyrimidine